(S)-quinuclidin-3-yl (2,2-dimethyl-6-(p-tolyl)-2,3-dihydro-1H-inden-1-yl)carbamat CC1(C(C2=CC(=CC=C2C1)C1=CC=C(C=C1)C)NC(O[C@@H]1CN2CCC1CC2)=O)C